4'-hydroxymethyl-biphenyl methyl-(S)-3-((tert-butoxycarbonyl)amino)-2-(undec-10-enamido)propanoate COC([C@H](CNC(=O)OC(C)(C)C)NC(CCCCCCCCC=C)=O)=O.OCC1=CC=C(C=C1)C1=CC=CC=C1